(4-chloro-2-fluorophenyl)zinc(II) iodide [I-].ClC1=CC(=C(C=C1)[Zn+])F